(3R)-3-{4-[4-(piperazin-1-ylmethyl)piperidin-1-yl]Phenyl}piperidine-2,6-dione N1(CCNCC1)CC1CCN(CC1)C1=CC=C(C=C1)[C@@H]1C(NC(CC1)=O)=O